NC1=C2C(=NC=N1)N(N=C2C2=CC(=C(C=C2)NC(=O)NC2=CC(=C(C=C2)CN2CCN(CC2)C)C(F)(F)F)F)CC#C 1-(4-(4-AMINO-1-(PROP-2-YN-1-YL)-1H-PYRAZOLO[3,4-D]PYRIMIDIN-3-YL)-2-FLUOROPHENYL)-3-(4-((4-METHYLPIPERAZIN-1-YL)METHYL)-3-(TRIFLUOROMETHYL)PHENYL)UREA